FC(OC1=CC(=C(C=N1)OC[C@@H]1CC(NC1(C)C)=O)C1=CC=2N(C=C1)N=C(C2)NC2=NC(=NC(=C2)C)C)F (R)-4-[[6-(difluoromethoxy)-4-[2-[(2,6-dimethylpyrimidin-4-yl)amino]pyrazolo[1,5-a]pyridin-5-yl]-3-pyridyl]oxymethyl]-5,5-dimethyl-pyrrolidin-2-one